(1R,5S,6r)-N-(2-methylbut-3-yn-2-yl)-3-tosyl-3-azabicyclo[3.1.0]hexane-6-carboxamide CC(C)(C#C)NC(=O)C1[C@H]2CN(C[C@@H]12)S(=O)(=O)C1=CC=C(C)C=C1